tert-butyl 1-(2,6-difluoro-4-sulfamoyl benzyl)-8-methoxy-2,3-dihydropyrazino[2,3-c][1,8]naphthyridine-4(1H)-carboxylate FC1=C(CN2CCN(C=3C=NC=4N=C(C=CC4C32)OC)C(=O)OC(C)(C)C)C(=CC(=C1)S(N)(=O)=O)F